C(O)(O)=O.CC1=C(C=C(C(=O)NCC=2C=NN(C2)C)C=C1)NS(=O)(=O)C1=C(C=CC=C1)C 4-methyl-N-((1-methyl-1H-pyrazol-4-yl)methyl)-3-((2-methylphenyl)sulfonylamino)benzamide carbonate